NC=1SC(=NN1)CCl 2-amino-5-chloromethyl-1,3,4-thiadiazole